C(C)(=O)OC[C@H]1[C@H]([C@H](CC(O1)CC(=O)O)CC(=O)O)CC(=O)O (4R,5S,6R)-6-(acetoxymethyl)tetrahydro-2H-pyran-2,4,5-triacetic acid